CC1=[N+](ON=C1C1=NC2=C(N1CC1=CC=NC=C1)C=CC=C2)[O-] 3-methyl-4-(1-(pyridin-4-ylmethyl)benzimidazol-2-yl)-1,2,5-oxadiazole 2-oxide